N1N=CC(=C1)C(=O)N PYRAZOL-4-CARBOXAMID